FC1=C(C(=O)N2CCC(CC2)N2CC(C2)(N2N=CC(=C2)C=2C3=C(N=CN2)NC=C3)CC#N)C=C(C=C1)OC {1-[1-(2-fluoro-5-methoxybenzoyl)piperidin-4-yl]-3-[4-(7H-pyrrolo[2,3-d]pyrimidin-4-yl)-1H-pyrazol-1-yl]azetidin-3-yl}acetonitrile